C(C)(C)(C)[Si](C)(C)OCC=1C(=NC(=C(C1)F)C1=CN=C2N1N=C(C(=C2)OC)C2CC2)Cl tert-butyl-[[2-chloro-6-(6-cyclopropyl-7-methoxy-imidazo[1,2-b]pyridazin-3-yl)-5-fluoro-3-pyridyl]methoxy]-dimethyl-silane